4-hydroxy-cyclohexyl-phenyl ketone OC1CCC(CC1)C1=C(C=CC=C1)C(=O)C1=C(C=CC=C1)C1CCC(CC1)O